FC=1C=C(C=C(C1)F)C1=CC=C2C=NC(=NN21)NC=2C=CC(=NC2)N2CCN(CC2)CCCCCOC2=C1C(N(C(C1=CC=C2)=O)C2C(NC(CC2)=O)=O)=O 4-((5-(4-(5-((7-(3,5-difluorophenyl)pyrrolo[2,1-f][1,2,4]triazine-2-yl)amino)pyridin-2-yl)piperazin-1-yl)pentyl)oxy)-2-(2,6-dioxopiperidin-3-yl)isoindoline-1,3-dione